(2s,4s)-2-(4-(naphthalen-2-yl)piperidine-1-carbonyl)-7-oxa-5-azaspiro[3.4]octan-6-one C1=C(C=CC2=CC=CC=C12)C1CCN(CC1)C(=O)C1CC2(C1)NC(OC2)=O